[Si](C)(C)(C(C)(C)C)OCC1=CC=C(OC2C(C(C(C(O2)C(=O)O)O)O)O)C=C1 6-(4-(((tert-butyldimethylsilyl)oxy)methyl)phenoxy)-3,4,5-trihydroxytetrahydro-2H-pyran-2-carboxylic acid